5-[4-[(3S)-1-(3-fluoropropyl)pyrrolidin-3-yl]oxyphenyl]-4-(4-methoxy-2-methylphenyl)-2,3-dihydro-1-benzoxepin-8-ol FCCCN1C[C@H](CC1)OC1=CC=C(C=C1)C1=C(CCOC2=C1C=CC(=C2)O)C2=C(C=C(C=C2)OC)C